NC=1C=C2CCC(C2=CC1)NC(CC)=O (2S)-1-((5-amino-2,3-dihydro-1H-inden-1-yl)amino)-1-oxopropane